6-(aminomethyl)-1,2,4-triazin-5-ol NCC1=C(N=CN=N1)O